CC1=C(C=C2C=NN(C2=C1)C1OCCCC1)B1OC(C(O1)(C)C)(C)C 6-methyl-1-(tetrahydro-2H-pyran-2-yl)-5-(4,4,5,5-tetramethyl-1,3,2-dioxaborolan-2-yl)-1H-indazole